C(C=1C(C(=O)[O-])=CC=CC1)(=O)OCC(CCCOC(C(=C)C)=O)O 2-methacryloyloxyethyl-2-hydroxypropyl phthalate